3-cyano-4-(4-methylpiperidin-1-yl)aniline C(#N)C=1C=C(N)C=CC1N1CCC(CC1)C